O[C@@H]1[C@H](O)[C@@H](O)[C@H](O)[C@@H](O1)CO β-L-idopyranose